ethyl 5-bromo-3-((4-methoxybenzyl)oxy)-7-methylquinoxaline-2-carboxylate BrC1=C2N=C(C(=NC2=CC(=C1)C)C(=O)OCC)OCC1=CC=C(C=C1)OC